(E)-2-oxo-1-(3-(pyrimidin-2-yl)acryloyl)-1,2,5,6-tetrahydropyridine-3-carbonitrile O=C1N(CCC=C1C#N)C(\C=C\C1=NC=CC=N1)=O